4-(1-(azetidin-3-yl)-8-chloro-6-fluoro-1H-[1,2,3]triazolo[4,5-c]quinolin-7-yl)Naphthalene-2-ol N1CC(C1)N1N=NC=2C=NC=3C(=C(C(=CC3C21)Cl)C2=CC(=CC1=CC=CC=C21)O)F